tert-butyl 4-((1r,3r)-3-((4-(3-(3-amino-6-(2-hydroxyphenyl)pyridazin-4-yl)-3,8-diazabicyclo[3.2.1]octan-8-yl)pyridin-2-yl)oxy)cyclobutoxy)piperidine-1-carboxylate NC=1N=NC(=CC1N1C[C@H]2CCC(C1)N2C2=CC(=NC=C2)OC2CC(C2)OC2CCN(CC2)C(=O)OC(C)(C)C)C2=C(C=CC=C2)O